CN1C=NC=2N(C=3C=CC(=CC3C21)C(=O)N)C2=CC=C(C=C2)C(F)(F)F 1-methyl-4-[4-(trifluoromethyl)phenyl]-1H,4H-imidazo[4,5-b]indole-7-carboxamide